C(C)OC(CCC(=O)C1=NC(=CC=C1O)C1=C(C=CC(=C1)C(F)(F)F)C)=O 4-[3-hydroxy-6-(2-methyl-5-trifluoromethyl-phenyl)-pyridin-2-yl]-4-oxo-butyric acid ethyl ester